FC1=C(C=C(C2=C1CCO2)CC=2C=C1CN(C(C1=CC2)=O)C)C(=O)N[C@H]2CCOC[C@@H]2O 1,5-anhydro-2,3-dideoxy-3-(((4-fluoro-7-((2-methyl-1-oxo-2,3-dihydro-1H-isoindol-5-yl)methyl)-2,3-dihydro-1-benzofuran-5-yl)carbonyl)amino)-L-threo-pentitol